COC1=C(C=C(C=C1)OC)NC(=O)N1[C@@H](C(CC1)(C1=CC=C(C=C1)C)C=1SC=CN1)C (2R)-N-(2,5-dimethoxyphenyl)-2-methyl-3-(thiazol-2-yl)-3-(p-tolyl)pyrrolidine-1-carboxamide